5-{2-[5-Fluoro-6-(hexahydro-pyrrolo[3,4-c]pyrrol-2-yl)-pyridin-3-ylamino]-5-methyl-pyrimidin-4-ylamino}-3H-benzooxazol-2-one FC=1C=C(C=NC1N1CC2CNCC2C1)NC1=NC=C(C(=N1)NC=1C=CC2=C(NC(O2)=O)C1)C